3-Benzyl-6-(2-methylbenzyl)-2,3,4,6-tetrahydropyrido[3,4-c][1,8]naphthyridine-5(1H)-one C(C1=CC=CC=C1)N1CC=2C(N(C=3N=CC=CC3C2CC1)CC1=C(C=CC=C1)C)=O